N-(5-(4-(6-aminopyridazin-3-yl)butyl)-1,3,4-thiadiazol-2-yl)-2-(pyrazolo[1,5-a]pyridin-2-yl)acetamide silver-tungsten [W].[Ag].NC1=CC=C(N=N1)CCCCC1=NN=C(S1)NC(CC1=NN2C(C=CC=C2)=C1)=O